NC=1C=CC(=C2CN(C(C12)=O)CC(C(=O)N)=C)C1=NNC2=CC=C(C=C12)OC 2-{[7-amino-4-(5-methoxy-1H-indazol-3-yl)-1-oxo-2,3-dihydro-1H-isoindol-2-yl]methyl}prop-2-enamide